CC1N(CC1)C1=NC(=CC=N1)C(F)(F)F 2-(2-methylazetidin-1-yl)-6-(trifluoromethyl)pyrimidine